N-Ethylpyrrolidon C(C)N1C(CCC1)=O